2-methyl-6-(3-iodobenzylamino)purine CC1=NC(=C2NC=NC2=N1)NCC1=CC(=CC=C1)I